C[C@H]1CN(C[C@@H](C1)C)C1=CC=C(C=N1)NS(=O)(=O)C=1C=C2C(NC(=NC2=CC1OCCN1CCOCC1)C)=O N-(6-((3R,5R)-3,5-dimethylpiperidin-1-yl)pyridin-3-yl)-2-methyl-7-(2-morpholinoethoxy)-4-oxo-3,4-dihydroquinazoline-6-sulfonamide